dimethylol-1-oxa-3,5-diaza-hexane C(O)N(CN(CO)CO)C